CC=1OC2=NC(=CC(=C2N1)C)C=1N=C2N(C(C1)=O)C=C(S2)[C@H]2[C@H](CNCC2)F 7-(2,7-dimethyl-oxazolo[5,4-b]pyridin-5-yl)-2-[(3R,4R)-3-fluoro-4-piperidinyl]thiazolo[3,2-a]pyrimidin-5-one